methyl 2-((4-((6-((4-chloro-2-fluorobenzyl) oxy)-5-fluoropyridin-2-yl) oxy) piperidin-1-yl) methyl)-1-((1-(cyanomethyl) cyclopropyl) methyl)-4-fluoro-1H-benzo[d]imidazole-6-carboxylate ClC1=CC(=C(COC2=C(C=CC(=N2)OC2CCN(CC2)CC2=NC3=C(N2CC2(CC2)CC#N)C=C(C=C3F)C(=O)OC)F)C=C1)F